FC=1C=CC=2N(C1)C=NC2CC(C)N(C)C 1-(6-fluoroimidazo[1,5-a]pyridin-1-yl)-N,N-dimethylpropan-2-amine